BrC=1C=C(C(=NC1)Cl)C=CC1=CC=CC=C1 5-Bromo-2-chloro-3-styrylpyridine